(R)-N,N-dimethyl-5,6-dihydro-4H-pyrrolo[3,2,1-ij]quinolin-5-amine CN([C@H]1CN2C3=C(C=CC=C3C1)C=C2)C